C(C1=CC=CC=C1)C1=C2C(=CC(=C1)O2)CC2=CC=CC=C2 2,6-dibenzyl-1,4-phenylene ether